CC1=NC=CC(=C1)B(O)O (2-methyl-4-pyridyl)boronic acid